C(C)(C)(C)OC(=O)N1CCN(CC1)CCN1C(=C(C2=CC=C(C=C12)Cl)CCCOC1=CC(=C(C(=C1)C)Cl)C)C(=O)OCC ethyl 1-(2-(4-(tert-butoxycarbonyl)piperazin-1-yl)ethyl)-6-chloro-3-(3-(4-chloro-3,5-dimethylphenoxy)propyl)-1H-indole-2-carboxylate